4,4-dimethylpentenol CC(CC=CO)(C)C